C(CC(=O)C)(=O)[O-].C[NH+](C)C.[Na] sodium trimethylammonium acetoacetate